(2S)-3-(5-bromo-1-benzofuran-3-yl)-2-[(3R)-1-[(tert-butoxy)carbonyl]pyrrolidin-3-yl]propionic acid BrC=1C=CC2=C(C(=CO2)C[C@H](C(=O)O)[C@@H]2CN(CC2)C(=O)OC(C)(C)C)C1